1-(4-(3-amino-4-(4-aminophenyl)-1-methyl-1H-indazol-6-yl)piperidin-1-yl)-2-methylpropan-1-one NC1=NN(C2=CC(=CC(=C12)C1=CC=C(C=C1)N)C1CCN(CC1)C(C(C)C)=O)C